2-amino-N-[(1S,2S)-2-({4-[(1S)-1-(4-methylpiperazin-1-yl)-2,3-dihydro-1H-inden-5-yl]phenyl}methoxy)cyclopentyl]-5-(trifluoromethyl)pyridine-3-carboxamide NC1=NC=C(C=C1C(=O)N[C@@H]1[C@H](CCC1)OCC1=CC=C(C=C1)C=1C=C2CC[C@@H](C2=CC1)N1CCN(CC1)C)C(F)(F)F